ClC1=C(C=CC=C1)C1=C(C=CC=C1)C=1C(=NC=CC1)F (2'-chloro-[1,1'-biphenyl]-2-yl)-2-fluoropyridine